ethyl 5-amino-2-(8-(benzyloxy)-2-methylquinolin-3-yl)-5-oxopentanoate NC(CCC(C(=O)OCC)C=1C(=NC2=C(C=CC=C2C1)OCC1=CC=CC=C1)C)=O